5-bromo-7-iodo-2,3-dihydrobenzofuran BrC=1C=C(C2=C(CCO2)C1)I